OCCCC1=C(N(C2=CC=CC=C12)C)C1=C(C=CC2=CC(=CC=C12)OC)O 1-(3-(3-hydroxypropyl)-1-methyl-1H-indol-2-yl)-6-methoxynaphthalen-2-ol